CC(C)(CCC(C)(OOC(C)(C)CC)C)OOC(C)(C)CC 2,5-dimethyl-2,5-bis-(t-amylperoxy)hexane